ClC1=CC2=C(C=N1)C=CS2(=O)=O 6-chloro-1λ6-thieno[3,2-C]pyridine-1,1-dione